ClC1=NC=C(C(=C1)C1=C(C=NC(=C1)C)C(=O)NC=1SC2=C(N1)CN(C2)C(C2=CN=C(C=C2)OC)=O)OC 2'-chloro-5'-methoxy-N-(5-(6-methoxynicotinoyl)-5,6-dihydro-4H-pyrrolo[3,4-d]thiazol-2-yl)-6-methyl-[4,4'-bipyridine]-3-carboxamide